4-[4-[[4-(5-Hydroxypyridin-3-yl)naphthalen-1-yl]methyl]piperazin-1-yl]-N-[4-(2-phenylsulfanylethylamino)-3-(trifluoromethyl)phenyl]sulfonylbenzamide OC=1C=C(C=NC1)C1=CC=C(C2=CC=CC=C12)CN1CCN(CC1)C1=CC=C(C(=O)NS(=O)(=O)C2=CC(=C(C=C2)NCCSC2=CC=CC=C2)C(F)(F)F)C=C1